FC=1C=C(C2=C(C=C(O2)CCCS(=O)(=O)O)C1)I 2-(5-fluoro-7-iodobenzofuran-2-yl)ethylmethanesulfonic acid